C(C)(C)(C)OC(=O)N1CC(C1)NC1=C(N=NC(=C1)Cl)N 3-[(3-amino-6-chloropyridazin-4-yl)amino]Azetidine-1-carboxylic acid tert-butyl ester